C(C1=CC=CC=C1)C1=CC(=C(S1)NC(COC1=CC=C(C=C1)Cl)=O)C#N N-(5-benzyl-3-cyanothiophen-2-yl)-2-(4-chlorophenoxy)acetamide